2-methylheptadecane-1-ol CC(CO)CCCCCCCCCCCCCCC